C(C1=CC=CC=C1)NS(=O)(=O)C1=CC=C(C=C1)NC(C1=CC(=CC=C1)B1OC(C(O1)(C)C)(C)C)=O N-(4-(N-Benzylsulfamoyl)phenyl)-3-(4,4,5,5-tetramethyl-1,3,2-dioxaborolan-2-yl)benzamide